(tridecyl)-4,4'-butylidene-bis(3-methyl-6-tert-butylphenyl) diphosphite O1P(OC2=CC(=C(C=C2C(C)(C)C)C(CCCCCCCCCCCCCCCC)C2=C(C=C1C(=C2)C(C)(C)C)C)C)OP([O-])[O-]